4,5,6,7-tetrachloro-1,3-dioxoisoindolin-2-yl-2-methyl-4-phenylbutyric acid ClC1=C2C(N(C(C2=C(C(=C1Cl)Cl)Cl)=O)C(C(=O)O)(CCC1=CC=CC=C1)C)=O